C(CC)N(CCC(=O)N1CCC(CC1)=O)CCC 1-(3-(dipropylamino)propanoyl)piperidin-4-one